C(#N)C1=CC=CC=2C=3N(C(=NC12)N[C@H]1C(NCCN(C1)C(=O)OCC1=CC=CC=C1)=O)N=C(N3)C=3C=NN(C3)C Benzyl (6R)-6-{[7-cyano-2-(1-methyl-1H-pyrazol-4-yl) [1,2,4]triazolo[1,5-c]quinazolin-5-yl] amino}-5-oxo-1,4-diazacycloheptane-1-carboxylate